CC(C#C)N1CC=CC=C1 1-(but-3-yn-2-yl)pyridin